CC1([C@H]2CN([C@@H]([C@@H]12)C(=O)N[C@@H](C[C@H]1C(NCC1)=O)C(COC1=CC=CC=C1)=O)C([C@@H](NC(C(F)(F)F)=O)C(C)C)=O)C (1R,2S,5S)-6,6-dimethyl-N-{(2S)-3-oxo-1-[(3S)-2-oxopyrrolidin-3-yl]-4-phenoxybutan-2-yl}-3-[N-(trifluoroacetyl)-L-valyl]-3-azabicyclo[3.1.0]hexane-2-carboxamide